C1(=CC(=CC=C1)C(=O)OC)C1=CC=CC=C1 methyl [1,1'-biphenyl]-3-carboxylate